hexyl-3-aminopropyl-imidazolium bromide [Br-].C(CCCCC)[N+]1=C(NC=C1)CCCN